(E)-1-(isoindolin-2-yl)-3-(2-phenylimidazo[1,2-a]pyridin-3-yl)prop-2-en-1-one C1N(CC2=CC=CC=C12)C(\C=C\C1=C(N=C2N1C=CC=C2)C2=CC=CC=C2)=O